C(=O)C1CCC(CC1)N1N=C2C=C(C(=CC2=C1)NC(C1=NC(=CC=C1)C(F)(F)F)=O)OC N-(2-((1R,4R)-4-formylcyclohexyl)-6-methoxy-2H-indazol-5-yl)-6-(trifluoromethyl)picolinamide